N(C1=CC=CC=C1)C1=C(NC2=C1C(N(C[C@H]2CC(F)(F)F)C)=O)C2=CC(=NC=C2)NC(CC2=CC=C(C=C2)F)=O N-{4-[(7R)-3-Anilino-5-methyl-4-oxo-7-(2,2,2-trifluoroethyl)-4,5,6,7-tetrahydro-1H-pyrrolo[3,2-c]pyridin-2-yl]pyridin-2-yl}-2-(4-fluorophenyl)acetamid